7-((tert-butyldimethylsilyl)oxy)-4-azaspiro[2.4]heptane-5-carboxylate [Si](C)(C)(C(C)(C)C)OC1CC(NC12CC2)C(=O)[O-]